r-propanol C(CC)O